NCCOCCOCCOCCOCCOCCNC(C1=CC(=C(C(=O)NC=2SC(=CN2)C)C=C1)C)=O N4-(17-Amino-3,6,9,12,15-pentaoxaheptadecyl)-2-methyl-N1-(5-methylthiazol-2-yl)terephthalamide